leucine decyl ester isocyanate [N-]=C=O.C(CCCCCCCCC)OC([C@@H](N)CC(C)C)=O